N-benzyl-N-(bis(4-(tributylsilyl)phenyl)phosphaneyl)-1-phenyl-1-(2-(trifluoromethoxy)phenyl)phosphanamine C(C1=CC=CC=C1)N(P(C1=C(C=CC=C1)OC(F)(F)F)C1=CC=CC=C1)P(C1=CC=C(C=C1)[Si](CCCC)(CCCC)CCCC)C1=CC=C(C=C1)[Si](CCCC)(CCCC)CCCC